4-((4,4-Dimethylcyclohexyl)-oxy)-1-methoxy-2-nitro-benzene CC1(CCC(CC1)OC1=CC(=C(C=C1)OC)[N+](=O)[O-])C